C[Si]1(C2=C([CH+]C3=C1C=C(C=C3)N3CCCC3)C=CC(=C2)N2CCCC2)C 5,5-dimethyl-3,7-di(pyrrolidin-1-yl)dibenzo[b,e]silin-10-ylium